C1(=CC=CC2=CC=CC=C12)[C@@H](C)N (R)-(+)-1-(1-naphthalenyl)ethylamine